4-Chloro-N-(tricyclo[3.3.1.13,7]dec-1-yl)benzenesulfonamide ClC1=CC=C(C=C1)S(=O)(=O)NC12CC3CC(CC(C1)C3)C2